N[C@@H]1C2=CC=CC=C2CC12CCN(CC2)C=2NC(C1=C(N2)NN=C1C=1C=2C=CC=NC2CCC1F)=O (S)-6-(1-amino-1,3-dihydrospiro[indene-2,4'-piperidine]-1'-yl)-3-(6-fluoro-7,8-dihydroquinolin-5-yl)-1,5-dihydro-4H-pyrazolo[3,4-d]pyrimidin-4-one